C(CCC)OC(CCCC=CC=CCC)OCCCC 10,10-dibutoxy-3,5-decadiene